1-(2,6-diiodo-4-(trifluoromethyl)phenoxy)propan-2-amine hydrochloride Cl.IC1=C(OCC(C)N)C(=CC(=C1)C(F)(F)F)I